C(C)(C)(C)OC(CN1C2=C(C3=C1N=CN=C3N)N=C(C=C2)Br)=O 2-(4-amino-6-bromo-9H-pyrido[2',3':4,5]Pyrrolo[2,3-d]Pyrimidin-9-yl)acetic acid tert-butyl ester